C[C@H](C(=O)O)OC1=CC=C(C=C1)OC2=NC=C(C=C2)C(F)(F)F The molecule is a 2-(4-{[5-(trifluoromethyl)pyridin-2-yl]oxy}phenoxy)propanoic acid that has R configuration. It is the active enantiomer of the herbicide fluazifop and is the major metabolite of fluazifop-P-butyl. It has a role as an agrochemical, an EC 6.4.1.2 (acetyl-CoA carboxylase) inhibitor and a phenoxy herbicide. It is an enantiomer of a (S)-fluazifop.